CN(C1=CC(=C(C=C1)OC)NC([C@@H](NCCCC)CC(C)C)=O)C1=CC(OC2=CC=CC=C12)=O 4-(N-methyl-N-(3-(N-butyl-L-leucinylamino)-4-methoxyphenyl)-amino)coumarin